CC1(C(NC2=CC(=CC=C12)C(F)(F)F)=O)C1=CC=NC=C1 3-methyl-3-(4-pyridyl)-6-(trifluoromethyl)indolin-2-one